N-methyl-5-(3-((1-methylpiperidin-4-yl)oxy)quinoxalin-6-yl)-7H-pyrrolo[2,3-d]pyrimidin-2-amine CNC=1N=CC2=C(N1)NC=C2C=2C=C1N=C(C=NC1=CC2)OC2CCN(CC2)C